FC(OC[C@@H](C1=CC(=CC=C1)OC(F)F)NC(C[C@@H](C1(CC1)C(F)(F)F)O)=O)F (S)-N-((R)-2-(Difluoromethoxy)-1-(3-(difluoromethoxy)phenyl)ethyl)-3-hydroxy-3-(1-(trifluoro-methyl)cyclopropyl)propanamid